4-chlorophenyldiphenylsulfonium triflate [O-]S(=O)(=O)C(F)(F)F.ClC1=CC=C(C=C1)[S+](C1=CC=CC=C1)C1=CC=CC=C1